C(C)[C@@H]1N(C[C@H](N(C1)C(CC)C1=CC=C(C=C1)C(F)(F)F)CC)C=1C=2N(N(C(C1)=O)C)C=C(N2)CC#N 2-(8-((2S,5R)-2,5-diethyl-4-(1-(4-(trifluoromethyl)phenyl)propyl)piperazin-1-yl)-5-methyl-6-oxo-5,6-dihydroimidazo[1,2-b]pyridazin-2-yl)acetonitrile